1,2-dimethyl 4-[2-(3-hydroxy-6-nitro-2-oxoquinolin-1-yl)ethoxy]phthalate OC=1C(N(C2=CC=C(C=C2C1)[N+](=O)[O-])CCOC=1C=C(C(C(=O)OC)=CC1)C(=O)OC)=O